ClC=1C=CC(=NC1)C1CN(C1)[C@H]1[C@H](CCCC1)OC=1C=C2CN(C(C2=CC1)=O)C1C(NC(CC1)=O)=O 3-(5-(((1S,2R)-2-(3-(5-chloropyridin-2-yl)azetidin-1-yl)cyclohexyl)oxy)-1-oxoisoindolin-2-yl)piperidine-2,6-dione